COC(=O)C1=CC(=NC(=N1)N1CCCC1)NC1CC2(CN(C2)C(=O)O)C1 6-((6-(methoxycarbonyl)-2-(pyrrolidin-1-yl)pyrimidin-4-yl)amino)-2-azaspiro[3.3]heptane-2-carboxylic acid